Cl.CC=1N=C2C(=C3CCNCC13)CN(C2)C(CC2CN(C2)C=2C=NC=NC2)=O 1-(5-Methyl-1,3,6,7,8,9-hexahydro-2,4,7-triaza-cyclopenta[a]naphthalen-2-yl)-2-(1-pyrimidin-5-yl-azetidin-3-yl)-ethanone hydrochloride